[OH-].C(CCCCCC)[NH+](C(C1=CC=CC=C1)C1=CC=CC=C1)CCCCCCC di-n-heptylbenzhydryl-ammonium hydroxide